O1C(CCCC1)N1N=CC2=CC(=CC=C12)\C(=C(/CC)\B1OC(C(O1)(C)C)(C)C)\C1=CC=C(C=C1)/C=C/C(=O)OCC (E)-Ethyl 3-(4-((Z)-1-(1-(tetrahydro-2H-pyran-2-yl)-1H-indazol-5-yl)-2-(4,4,5,5-tetramethyl-1,3,2-dioxaborolan-2-yl)but-1-en-1-yl)phenyl)acrylate